NC1=NC=2C=CC(=CC2C2=C1COC2)C(=O)N2[C@@H](COC[C@@H]2C2=CC=C(C=C2)C(F)(F)F)C (4-amino-1,3-dihydrofuro[3,4-c]quinolin-8-yl)((3R,5S)-3-methyl-5-(4-(trifluoromethyl)phenyl)-4-morpholinyl)methanone